1-(1-adamantylmethyl)guanidine C12(CC3CC(CC(C1)C3)C2)CNC(=N)N